[In]=S.[Al].[Cu] copper aluminum indium sulfide